C(C)(=O)N1CCN(CC1)C(=O)C1=CC=C(OC2=CC=C(C(=N2)C)CN2CCC(CC2)N(C(=O)NC=2C(=CC(=C(C(=O)N)C2)F)F)CCC)C=C1 5-{[{1-[(6-{4-[(4-acetyl-1-piperazinyl)carbonyl]phenoxy}-2-methyl-3-pyridinyl)methyl]-4-piperidinyl}(propyl)carbamoyl]amino}-2,4-difluorobenzamide